sodium tetrakis[3-[2,2,2-trifluoro-1-(2,2,2-trifluoroethoxy)-1-(trifluoromethyl)ethyl]-5-(trifluoromethyl)phenyl]borate FC(C(C(F)(F)F)(OCC(F)(F)F)C=1C=C(C=C(C1)C(F)(F)F)[B-](C1=CC(=CC(=C1)C(F)(F)F)C(C(F)(F)F)(OCC(F)(F)F)C(F)(F)F)(C1=CC(=CC(=C1)C(F)(F)F)C(C(F)(F)F)(OCC(F)(F)F)C(F)(F)F)C1=CC(=CC(=C1)C(F)(F)F)C(C(F)(F)F)(OCC(F)(F)F)C(F)(F)F)(F)F.[Na+]